O[C@@H]1[C@H](OC([C@@H]([C@H]1O)O)O)C(=O)OCC=C allyl (2S,3S,4S,5R)-3,4,5,6-tetrahydroxytetrahydro-2H-pyran-2-carboxylate